C[C@@H]1[C@@H](O1)C(=O)OCC ethyl (2R,3R)-3-methyloxirane-2-carboxylate